NC=1C=C(C=C(C1)C(F)(F)F)[C@@H](C)NC=1C2=C(N=CN1)N(C(C(=C2)O[C@@H]2COCC2)=O)C 4-(((R)-1-(3-amino-5-(trifluoromethyl)phenyl)ethyl)amino)-8-methyl-6-(((S)-tetrahydrofuran-3-yl)oxy)pyrido[2,3-d]pyrimidin-7(8H)-one